1-(2,3-dihydropyrazolo[5,1-b]oxazol-3-yl)-N,N-dimethylmethylamine O1C=2N(C(C1)CN(C)C)N=CC2